C(#N)C(CNC=1C(=CC=C2C=CC(=CC12)C=1N=C(SC1)C(=O)NC1CCC(CC1)N(C)C)OC)=C 4-{8-[(2-cyano-2-methylideneethyl)amino]-7-methoxynaphthalen-2-yl}-N-[(1r,4r)-4-(dimethylamino)cyclohexyl]-1,3-thiazole-2-carboxamide